CC1=CN=C(S1)N 5-methyl-2-thiazolamine